N-(2-amino-1-(3-chloro-5-fluorophenyl)ethyl)-1-(5-methyl-2-((tetrahydro-2H-pyran-4-yl)amino)pyrimidin-4-yl)-1H-imidazole-4-carboxamide mandelic acid salt C(C(O)C1=CC=CC=C1)(=O)O.NCC(C1=CC(=CC(=C1)F)Cl)NC(=O)C=1N=CN(C1)C1=NC(=NC=C1C)NC1CCOCC1